Bicyclo[4.4.0]Decane-2,4,8,10-Tetracarboxylic Acid C12C(CC(CC2CC(CC1C(=O)O)C(=O)O)C(=O)O)C(=O)O